CC=1C=C(NC(=O)OC(C)(C)C)C=CC1 3-methyl-N-Bocaniline